(1s,3s)-3-((4-nitropyridin-3-yl)amino)cyclobutan-1-ol [N+](=O)([O-])C1=C(C=NC=C1)NC1CC(C1)O